1-bromobutyl-2-butyl-3-allyl-hexyl-4,5-dimethyl-imidazole bromine salt [Br].BrC(CCC)CCCC(C(CC=1NC(=C(N1)C)C)CCCC)CC=C